C1CCCC=2C=CC=3C=C4C=CC=CC4=CC3C21 3,4-dihydro-2H-benzoanthracene